isoleucine, ethyl ester N[C@@H]([C@@H](C)CC)C(=O)OCC